4,4-diamino-3,3-difluorobiphenyl NC1(C(C=C(C=C1)C1=CC=CC=C1)(F)F)N